C(=O)(O)C1=C(C=CC=C1)N(CC(=O)O)CC(=O)O (2-carboxyphenyl)iminodiacetic acid